FC1=NC=C(C=C1)Br 2-Fluoro-5-bromopyridine